ClC1=C(C=C(C(=O)NCC=2C=C3CCCN(C3=CC2)C(CC(C)C)=O)C=C1)F 4-chloro-3-fluoro-N-{[1-(3-methylbutanoyl)-1,2,3,4-tetrahydroquinolin-6-yl]methyl}benzamide